3-azetidinyl-(4-bromophenyl)-methanone, trifluoroacetate salt FC(C(=O)O)(F)F.N1CC(C1)C(=O)C1=CC=C(C=C1)Br